CN1N=C(C=C1C(F)(F)F)CP(OCC)(OCC)=O diethyl ((1-methyl-5-(trifluoromethyl)-1H-pyrazol-3-yl)methyl)phosphonate